O=C1NC(CCC1N1C(N(C2=C1C=CC=C2OC2CC1(C2)CCN(CC1)C(=O)OC(C)(C)C)C)=O)=O tert-butyl 2-((1-(2,6-dioxopiperidin-3-yl)-3-methyl-2-oxo-2,3-dihydro-1H-benzo[d]imidazol-4-yl)oxy)-7-azaspiro[3.5]nonane-7-carboxylate